N-isopropyl-isoxazole-3-carboxamide C(C)(C)NC(=O)C1=NOC=C1